ClC1=C(OC=2C=C3CCN(C(C3=CC2)=O)CC2=CC=C(C=C2)C)C(=CC(=C1)[N+](=O)[O-])Cl 6-(2,6-dichloro-4-nitrophenoxy)-2-(4-methylbenzyl)-3,4-dihydroisoquinolin-1(2H)-one